CC1(CC(OC2=C1C=CC=C2)=O)C 4,4-dimethyl-3,4-dihydro-2H-1-benzopyran-2-one